COC(COC1=NN(C(=C1)C=1SC(=CC1)F)C1=C(C=CC=C1)F)=O Methyl-{[1-(2-fluorophenyl)-5-(5-fluoro-2-thienyl)-1H-pyrazol-3-yl]oxy}acetat